ClC=1C(NN=CC1N1C[C@@H](CC1)OC1=NC(=CC(=C1)C=1C(=NN(C1C)CC(C)(C)O)C)F)=O (R)-4-chloro-5-(3-((6-fluoro-4-(1-(2-hydroxy-2-methylpropyl)-3,5-dimethyl-1H-pyrazol-4-yl)pyridin-2-yl)oxy)pyrrolidin-1-yl)pyridazin-3(2H)-one